4-(dimethylamino)-benzoic acid-2-ethylhexyl ester C(C)C(COC(C1=CC=C(C=C1)N(C)C)=O)CCCC